6-(2-ethylphenyl)-1,2,3,4-tetrahydroisoquinolin C(C)C1=C(C=CC=C1)C=1C=C2CCNCC2=CC1